C(C)(C)(C)C1=NC(=NO1)C(=O)N[C@H](C)C1=C(C(=C(C=C1)C1=NC=NC=2NC3=CC(=CC=C3C21)N2CCN(CC2)CC2=CC=C(C=C2)SC2C(NC(CC2)=O)=O)F)C 5-(tert-butyl)-N-((1R)-1-(4-(7-(4-(4-((2,6-dioxopiperidin-3-yl)thio)benzyl)piperazin-1-yl)-9H-pyrimido[4,5-b]indol-4-yl)-3-fluoro-2-methylphenyl)ethyl)-1,2,4-oxadiazole-3-carboxamide